O1C(=CC=C1)C1CCNC=2N1N=C(C2)C2=CC=CC=C2 (-)-7-(Furan-2-yl)-2-phenyl-4,5,6,7-tetrahydropyrazolo[1,5-a]pyrimidine